N-(2-(INDOLIN-1-YL)PROPYL)-4-(PYRIMIDIN-2-YLAMINO)BENZENESULFONAMIDE N1(CCC2=CC=CC=C12)C(CNS(=O)(=O)C1=CC=C(C=C1)NC1=NC=CC=N1)C